ClCC(=O)NC=1C=C(C(=NC1)C(=O)OC)F methyl 5-(2-chloroacetamido)-3-fluoropyridine-2-carboxylate